6-(3-((Benzyloxy)methyl)-4-ethyl-5-oxo-4,5-dihydro-1H-1,2,4-triazol-1-yl)-7-fluoro-2-(2-methoxy-4-methylpyridin-3-yl)-4-(prop-1-en-2-yl)-3,4-dihydroisoquinolin-1(2H)-one C(C1=CC=CC=C1)OCC1=NN(C(N1CC)=O)C=1C=C2C(CN(C(C2=CC1F)=O)C=1C(=NC=CC1C)OC)C(=C)C